BrC1=CC(=C2N=C(C(NC2=C1)=O)C)OC1=CC=NC=C1 7-bromo-3-methyl-5-(pyridin-4-yloxy)quinoxalin-2(1H)-one